5-bromo-2-fluoro-3-[(5-fluoropyridin-3-yl)methoxy]pyridine BrC=1C=C(C(=NC1)F)OCC=1C=NC=C(C1)F